CCCCCCCCCCCCCCCCCCCCCCCCCCCCCCC hentricontane